trifluoromethanesulfonic acid (6-cyano-1-methyl-2-oxo-1,5-naphthyridin-4-yl) ester C(#N)C=1N=C2C(=CC(N(C2=CC1)C)=O)OS(=O)(=O)C(F)(F)F